N-((1,5-Dimethyl-1H-pyrazol-3-yl)methyl)-2-((3-(2,6-dioxopiperidin-3-yl)-1-methyl-1H-indazol-6-yl)oxy)acetamide CN1N=C(C=C1C)CNC(COC1=CC=C2C(=NN(C2=C1)C)C1C(NC(CC1)=O)=O)=O